ClC1=CC(=C(C=C1)C1=NC(=CN2C1=NC(=C(C2=O)C)C)C2CC(OCC2)C=2C=NN(C2)COCC[Si](C)(C)C)F 9-(4-chloro-2-fluoro-phenyl)-2,3-dimethyl-7-[2-[1-(2-trimethylsilylethoxymethyl)pyrazol-4-yl]tetrahydropyran-4-yl]pyrazino[1,2-a]pyrimidin-4-one